C1(CC1)C=1C=C(OC2CN(C2)C(=O)N2C[C@@H]3[C@@H](OCC(N3)=O)CC2)C=CC1C(F)(F)F (4aR,8aS)-6-[3-[3-cyclopropyl-4-(trifluoromethyl)phenoxy]azetidine-1-carbonyl]-4,4a,5,7,8,8a-hexahydropyrido[4,3-b][1,4]oxazin-3-one